C(#N)C=1C=CC=2C3=C(NC2C1)C(C(=CN3)C(=O)OCC)=O ethyl 7-cyano-4-oxo-4,5-dihydro-1H-pyrido[3,2-b]indole-3-carboxylate